N-[4-Bromo-5-[1-ethyl-1,2-dihydro-7-(methylamino)-2-oxo-1,6-naphthyridin-3-yl]-2-fluorophenyl]-N'-phenylurea BrC1=CC(=C(C=C1C=1C(N(C2=CC(=NC=C2C1)NC)CC)=O)NC(=O)NC1=CC=CC=C1)F